1-(2-(6-((4-methoxypyridin-2-yl)amino)-2-(1-(oxetan-3-yl)-1H-pyrazol-4-yl)pyrimidin-4-yl)-2,7-diazaspiro[3.5]nonan-7-yl)ethan-1-one COC1=CC(=NC=C1)NC1=CC(=NC(=N1)C=1C=NN(C1)C1COC1)N1CC2(C1)CCN(CC2)C(C)=O